1-(acetamidocarbamoyl)-N-[2-fluoro-5-(5-fluoropyrimidin-2-yl)-4-(trifluoromethyl)phenyl]-3-methyl-6-azabicyclo[3.1.1]heptane-6-carboxamide C(C)(=O)NNC(=O)C12CC(CC(N1C(=O)NC1=C(C=C(C(=C1)C1=NC=C(C=N1)F)C(F)(F)F)F)C2)C